(R)-1-(5H-dibenzo[b,f]azepine-5-carbonyl)-4-(diphenylcarbamoyl)piperazine-2-carboxylic acid C1=CC=CC=2N(C3=C(C=CC21)C=CC=C3)C(=O)N3[C@H](CN(CC3)C(N(C3=CC=CC=C3)C3=CC=CC=C3)=O)C(=O)O